COC(=O)C1=C(NC(=C(C1C1=C(C(=CC=C1)Cl)Cl)C(=O)O)C)C 4-(2,3-dichlorophenyl)-2,6-dimethyl-1,4-dihydropyridine-3,5-dicarboxylic acid monomethyl ester